O1CCN(CC1)C=1C2=C(N=CN1)NC=C2C=2C=C(C(=O)N)C=CC2 3-(4-Morpholino-7H-pyrrolo[2,3-d]pyrimidin-5-yl)benzamide